C(C)OC(=O)C(CCC1=CC=CC=C1)NC1C(N(C2=C(CC1)C=CC=C2)CC(=O)OC(C)(C)C)=O 3-[[1-(ethoxycarbonyl)-3-phenyl-propyl]-amino]-1-tert-butoxycarbonylmethyl-2,3,4,5-tetrahydro-1H-benzazepin-2-one